4-((1H-pyrazol-1-yl)methyl)-N-((2,4-dimethoxyphenyl)sulfonyl)-3-methoxybenzamide N1(N=CC=C1)CC1=C(C=C(C(=O)NS(=O)(=O)C2=C(C=C(C=C2)OC)OC)C=C1)OC